N-(2-(2-(2-(2-aminoethoxy)ethoxy)ethoxy)ethyl)-5-(2-((6-((((3-(6-hydroxy-3-oxoisoindolin-1-yl)-1H-indol-2-yl)methyl)amino)methyl)-1H-indol-1-yl)methyl)-1H-imidazol-1-yl)pentanamide NCCOCCOCCOCCNC(CCCCN1C(=NC=C1)CN1C=CC2=CC=C(C=C12)CNCC=1NC2=CC=CC=C2C1C1NC(C2=CC=C(C=C12)O)=O)=O